4,7-dimethyl-3-(2-methylpyridin-3-yl)imidazo[1,5-a]quinazolin-5(4H)-one CN1C=2N(C3=CC=C(C=C3C1=O)C)C=NC2C=2C(=NC=CC2)C